C(\C=C\C=C\C)(=O)OCCCCCCOC(\C=C\C=C\C)=O 1,6-hexanediol disorbate